C1(CC1)S(=O)(=O)CC1=CC=C(C=N1)NC=1N=CC2=C(N1)CNCC2 6-[(cyclopropanesulfonyl)methyl]-N-{5H,6H,7H,8H-pyrido[3,4-d]pyrimidin-2-yl}pyridin-3-amine